FC1=C(CCC2=NNC(=C2)NC(=O)C2=NC=CC=N2)C=C(C=C1)NC(C1=C(N=C(C=C1)NCC(C)C)CC(C)C)=O N-(3-(2-fluoro-5-(6-isobutylamino(isobutylnicotinamido))phenethyl)-1H-pyrazol-5-yl)pyrimidine-2-carboxamide